N(=[N+]=[N-])[C@@H]1[C@@H](N(CC1(F)F)C(=O)OC(C)(C)C)CC1=CC(=CC=C1)Cl tert-butyl (2S,3R)-3-azido-2-[(3-chlorophenyl)methyl]-4,4-difluoropyrrolidine-1-carboxylate